6,7-dihydrothieno[3,2-c]pyridine-2,5(4H)-dicarboxylic acid 5-tert-butyl 2-ethyl ester CCOC(=O)C1=CC=2CN(CCC2S1)C(=O)OC(C)(C)C